C1(CCCCCC1)C(=O)[O-] cycloheptaneAt